C(C1=CC=CC=C1)(C1=CC=CC=C1)N1C2CN(CC1CC2)C(=O)C=2C=C1C(N(C(C1=CC2)=O)C2C(NC(CC2)=O)=O)=O 5-(8-benzhydryl-3,8-diazabicyclo[3.2.1]octane-3-carbonyl)-2-(2,6-dioxopiperidin-3-yl)isoindoline-1,3-dione